OCCCCOC1=C(C=C(C=O)C=C1)OC 4-(4-hydroxybutoxy)-3-methoxybenzaldehyde